BrC=1C=CC2=C(N=C(S2)N(CC)CC)C1 5-bromo-N,N-diethylbenzothiazol-2-amine